CN(C[C@H](C1=CC=CC=C1)NC(=O)N1CC=2N=C(N=CC2C[C@H]1C)N[C@@H](C)C1=CC=CC=C1)C (R)-N-((S)-2-(dimethylamino)-1-phenylethyl)-6-methyl-2-(((S)-1-phenylethyl)amino)-5,8-dihydropyrido[3,4-d]pyrimidine-7(6H)-carboxamide